O1C(=CC=C1)C1(CC=C(C=C1)C(C=O)=C)OC (E)-4-(furan-2-yl)-2-(4-methoxyphenyl)prop-2-en-1-one